O=C1NC(CC[C@@H]1N1C(C2=CC=C(C=C2C1)N1CCC(CC1)CC1CCN(CC1)C(=O)OC(C)(C)C)=O)=O Tert-butyl (S)-4-((1-(2-(2,6-dioxopiperidin-3-yl)-1-oxoisoindolin-5-yl)piperidin-4-yl)methyl)piperidine-1-carboxylate